[C@@H]1([C@H](O)[C@](O)([C@@H](CO)O1)[2H])N1C=NC=2C(N)=NC=NC12 Adenosine-3'-d